C1(\C=C/CCCCCCCCCCCCCCCCC)C(=O)OC1=O cis-2-eicosene-1,1-dicarboxylic anhydride